4-Ethynyl-1-methyl-pyrazole C(#C)C=1C=NN(C1)C